OC1=C(C=CC(=C1)OC)CC(=S)N1CCOCC1 2-(2-hydroxy-4-methoxyphenyl)-1-morpholinoethane-1-thione